BrC1=CC(=C(C=C1)C#CC=1C=CC(=NC1)C(=O)O)NS(=O)(=O)C=1C=CC(=C2C=CC=NC12)OC 5-{2-[4-bromo-2-(5-methoxyquinoline-8-sulfonamido)phenyl]ethynyl}pyridine-2-carboxylic acid